CS(=O)(=O)C=1C=C(C(=O)N2[C@@H]3C[C@@H]3C[C@@H]2C(=O)O)C=CC1 (1R,3R,5R)-2-(3-(methylsulfonyl)benzoyl)-2-azabicyclo[3.1.0]Hexane-3-carboxylic acid